C(C)[C@H]1[C@@H](OC[C@H](C1)CC)CCC (2s,3r,5s)-3,5-diethyl-2-propyl-tetrahydropyran